N-(3-(Cyclopropylethynyl)-1-methyl-1H-pyrrolo[2,3-b]pyridin-5-yl)acrylamide C1(CC1)C#CC1=CN(C2=NC=C(C=C21)NC(C=C)=O)C